ClC1=C(C2=C(NC3(CN(CC3)C(=O)C3=CC=C(C=N3)NC(C=C)=O)C(N2C)=O)N=C1)OC N-(6-(7-chloro-8-methoxy-1-methyl-2-oxo-1,4-dihydro-2H-spiro[pyrido[2,3-b]pyrazine-3,3'-pyrrolidine]-1'-carbonyl)pyridin-3-yl)acrylamide